COC1=C(OCC2CN(CCC2)C(=O)C2=C(N(C3=NC=CN=C32)C)C3=CC=CC=C3)C=CC=C1 3-(2-methoxyphenoxymethyl)-1-{5-methyl-6-phenylpyrrolo[2,3-b]pyrazine-7-carbonyl}piperidine